C(CCOC1=CC2=C([Se]C(=C2)C(CC(C(=O)O)C2CC2)=O)C=C1OC)OC1=CC2=C([Se]C(=C2)C(CC(C(=O)O)C2CC2)=O)C=C1OC 4,4'-((propane-1,3-diylbis(oxy))bis(6-methoxybenzo[b]selenophen-5,2-diyl))bis(2-cyclopropyl-4-oxobutanoic acid)